1-[5-(Benzyloxy)-1-(cyclohexylmethyl)-1H-pyrazol-3-yl]-N-methyl(2H2)methanamine C(C1=CC=CC=C1)OC1=CC(=NN1CC1CCCCC1)C(NC)([2H])[2H]